2-[2-Oxo-4-(trifluoromethyl)-1H-1,6-naphthyridin-3-yl]propanoic acid O=C1NC2=CC=NC=C2C(=C1C(C(=O)O)C)C(F)(F)F